C1(CC[C@@H](CC)O1)=O |r| Racemic-hexano-1,4-lactone